[1,1'-bis(diphenylphosphino)ferrocene] palladium [Pd].C1(=CC=CC=C1)P([C-]1C=CC=C1)C1=CC=CC=C1.[C-]1(C=CC=C1)P(C1=CC=CC=C1)C1=CC=CC=C1.[Fe+2]